FC(C(=CC#N)C1=CC=C(C=C1)C)F 3-difluoromethyl-3-(4'-methylphenyl)acrylonitrile